C1(=CC=C(C=C1)C(C)N1N=CC2=CC=CC(=C12)C(=O)NC1CC2(CCC2)C1)C1=CC=CC=C1 6-(1-(1-([1,1-Biphenyl]-4-yl)ethyl)-1H-indazol-7-carboxamido)spiro[3.3]heptan